FC(OC1=CC(=NN1)NC1=NC(=CN=C1)O[C@@H]1C(CN(CC1)C)(C)C)F (S)-N-(5-(difluoromethoxy)-1H-pyrazol-3-yl)-6-((1,3,3-trimethylpiperidin-4-yl)oxy)pyrazin-2-amine